N=1N(N=C2C1C=CC=C2)C2=C(C(=CC(=C2)C)CC(C[Si](O[Si](C)(C)C)(O[Si](C)(C)C)C)C)O 2-(2H-benzotriazol-2-yl)-4-methyl-6-[2-methyl-3-[1,3,3,3-tetramethyl-1-[(trimethylsilyl)oxy]disiloxanyl]propyl]-phenol